C(C)(=O)O[C@H]1/C=C/[C@@H]([C@H](C(C(C[C@H](CC[C@]1(C)O)O)=O)=O)/C(=C/C=C/[C@H](COC(=O)N1CCCC1)C)/C)C Pyrrolidine-1-carboxylic acid [(2r,3e,5e)-6-[(2s,3s,4e,6s,7s,10s)-6-acetoxy-7,10-dihydroxy-3,7-dimethyl-12-oxo-1-oxocyclododec-4-en-2-yl]-2-methylhept-3,5-dienyl] ester